4-[1-(6-fluoro-1-methyl-[1,2,4]triazolo[4,3-a]quinazolin-5-yl)-3,5-dihydro-2H-4,1-benzoxazepin-6-yl]-2-methyl-but-3-yn-2-amine FC1=C2C(=NC=3N(C2=CC=C1)C(=NN3)C)N3CCOCC1=C3C=CC=C1C#CC(C)(N)C